6-bromo-2-phenyl-1,2,3,4-tetrahydroquinoline BrC=1C=C2CCC(NC2=CC1)C1=CC=CC=C1